(4-(10-bromoanthracene-9-yl)phenyl)diphenyl-phosphine oxide BrC1=C2C=CC=CC2=C(C2=CC=CC=C12)C1=CC=C(C=C1)P(C1=CC=CC=C1)(C1=CC=CC=C1)=O